CC=1C(=C(C=2CCCC2C1)N)C1=CC=2N(C=C1)N=C(C2)C 6-methyl-5-(2-methylpyrazolo[1,5-a]pyridin-5-yl)-2,3-dihydro-1H-inden-4-amine